6-(3-bromo-2-methylphenyl)-2-(pyrimidin-2-yl)-5,6,7,8-tetrahydrophthalazin-1(2H)-one BrC=1C(=C(C=CC1)C1CC=2C=NN(C(C2CC1)=O)C1=NC=CC=N1)C